N-[2-tert-butyl-4-[1,1,1,3,3,3-hexadeuterio-2-(trideuteriomethyl)propan-2-yl]-5-hydroxy-phenyl]-4-oxo-1H-quinoline-3-carboxamide C(C)(C)(C)C1=C(C=C(C(=C1)C(C([2H])([2H])[2H])(C([2H])([2H])[2H])C([2H])([2H])[2H])O)NC(=O)C1=CNC2=CC=CC=C2C1=O